5-{[(2,3-dichloro-6-fluorophenyl)methyl]sulfonylamino}-1,3-thiazole-4-carboxylic acid ClC1=C(C(=CC=C1Cl)F)CS(=O)(=O)NC1=C(N=CS1)C(=O)O